diphosphonic diamide P(=O)(N)OP(=O)N